F[C@H]1[C@H]([C@H](CN(C1)C1=NC=CC(=N1)NC=1N=CC2=C(C=CC(=C2C1)C(C)C)N1[C@@H]([C@H](C1)CS(=O)(=O)C)C)O)OC (3S,4S,5R)-5-fluoro-1-[4-({8-[(2R,3S)-3-(methanesulfonylmeth-yl)-2-methylazetidin-1-yl]-5-(propan-2-yl)isoquinolin-3-yl}amino)pyrimidin-2-yl]-4-methoxypiperidin-3-ol